(S)-quinuclidin-3-yl ((R)-5-(4-ethoxy-3,5-dimethylphenyl)-6-fluoro-2,2-dimethyl-2,3-dihydro-1H-inden-1-yl)carbamate C(C)OC1=C(C=C(C=C1C)C=1C=C2CC([C@H](C2=CC1F)NC(O[C@@H]1CN2CCC1CC2)=O)(C)C)C